(R)-5-chloro-4-(cyclopentylmethoxy)-N-((2-((dimethylamino)methyl)-morpholino)sulfonyl)-2-fluorobenzamide ClC=1C(=CC(=C(C(=O)NS(=O)(=O)N2C[C@H](OCC2)CN(C)C)C1)F)OCC1CCCC1